1-(1,2-benzoxazol-3-yl)ethane-1-sulfonic acid sodium salt [Na+].O1N=C(C2=C1C=CC=C2)C(C)S(=O)(=O)[O-]